C1(=CC=CC=C1)S(=O)(=O)C[C@H](O)C1=CC=C(C=C1)[N+](=O)[O-] (R)-2-benzenesulfonyl-1-(4-nitrophenyl)-ethanol